3-((R)-1-hydroxyethyl)-2H-[1,3'-bipyridin]-2-one O[C@H](C)C=1C(N(C=CC1)C=1C=NC=CC1)=O